2-(1-cyclohexylpropan-2-yl)-1,4-dihydroisoquinolin-3(2H)-one C1(CCCCC1)CC(C)N1CC2=CC=CC=C2CC1=O